5-((1H-indol-3-yl)methyl)-3-butyl-2,2-dimethyl-1-picolinoylimidazolidin-4-one N1C=C(C2=CC=CC=C12)CC1C(N(C(N1C(C1=NC=CC=C1)=O)(C)C)CCCC)=O